C(C)(C)N1N=CC(=C1C1=NC=C(C(=N1)NCC1=CC=C(C=C1)C=1N(C=C(N1)C(F)(F)F)C)P(C)(C)=O)C (2-(1-isopropyl-4-methyl-1H-pyrazol-5-yl)-4-((4-(1-methyl-4-(trifluoromethyl)-1H-imidazol-2-yl)benzyl)amino)pyrimidin-5-yl)dimethylphosphine oxide